FC=1C(=NC(=NC1)NC1=CC=C(C=N1)C1CCN(CC1)C(=O)OC(C)(C)C)C=1C=C2C(=CC(=NC2=C(C1)F)C)C(C)(C)O Tert-butyl 4-(6-((5-fluoro-4-(8-fluoro-4-(2-hydroxypropan-2-yl)-2-methylquinolin-6-yl)pyrimidin-2-yl)amino)pyridin-3-yl)piperidine-1-carboxylate